BrC1=C(C(=CC(=C1)[N+](=O)[O-])Br)F 1,3-dibromo-2-fluoro-5-nitro-benzene